OC1(CCCC=2SC=CC21)C#N 4-hydroxy-4,5,6,7-tetrahydrobenzo[b]thiophene-4-carbonitrile